(trans-3-(3-cyclopropyl-4-(5-fluoro-1,7-naphthyridin-8-yl)-1H-pyrazol-1-yl)cyclobutyl)methanamine C1(CC1)C1=NN(C=C1C=1N=CC(=C2C=CC=NC12)F)[C@@H]1C[C@H](C1)CN